C1(CC1)C1=CC=C(C=C1)C1=C(C(=NC(=N1)N)N)[N+](=O)[O-] (4-cyclopropylphenyl)-5-nitropyrimidine-2,4-diamine